8-methyl-2-(4-(methylsulfonyl)phenyl)-6-(piperidin-4-yl)imidazo[1,2-a]pyridine hydrochloride Cl.CC=1C=2N(C=C(C1)C1CCNCC1)C=C(N2)C2=CC=C(C=C2)S(=O)(=O)C